C(C1=CC=CC=C1)N1CCC(=CC1)CC(=O)N1CCC(CC1)OS(=O)(=O)C 1-(1-benzyl-1,2,3,6-tetrahydropyridin-4-ylacetyl)-4-methanesulfonyloxy-piperidine